N1(CCC1)C1=CC2=C(C=C(O2)C(=O)NS(=O)(=O)C2=C(C=CC(=C2)Br)OC)C(=C1)F 6-(Azetidin-1-yl)-N-(5-bromo-2-methoxybenzene-1-sulfonyl)-4-fluoro-1-benzofuran-2-carboxamide